3-(5-Ethyl-1,3-thiazol-2-yl)-5-(tetrahydro-2H-pyran-4-yloxy)benzoic acid C(C)C1=CN=C(S1)C=1C=C(C(=O)O)C=C(C1)OC1CCOCC1